(1-amino-4b-hydroxy-10-oxo-7-(trifluoromethyl)-4b,10-dihydro-9bH-indeno[1,2-b]benzofuran-9b-yl)-N-methylacetamide NC1=C2C(C3(C(OC4=C3C=CC(=C4)C(F)(F)F)(C2=CC=C1)O)CC(=O)NC)=O